C(C)OC1=C(C=CC=C1)[N-]CC[N-]C1=C(C=CC=C1)CC N-(2-ethoxyphenyl)-N'-(2-ethylphenyl)ethylenediamide